C(C)(C)(C)OC(=O)NCCCN1C(C(=CC2=CC(=CC=C12)NC1=NC(=C(C=C1Cl)C#N)Cl)OCC(=O)O)=O 2-[[1-[3-(tert-butoxycarbonylamino)propyl]-6-[(3,6-dichloro-5-cyano-2-pyridyl)amino]-2-oxo-3-quinolyl]oxy]acetic acid